(S)-2-((5-bromopyrimidin-4-yl)amino)-4-(((R)-2-methoxypropyl)(4-(5,6,7,8-tetrahydro-1,8-naphthyridin-2-yl)butyl)amino)butanoic acid BrC=1C(=NC=NC1)N[C@H](C(=O)O)CCN(CCCCC1=NC=2NCCCC2C=C1)C[C@@H](C)OC